NC1=NN2C(N=CC=C2)=C1C(=O)NC(C)C=1C=C(C=2N(C1C=1C=NNC1)C(=NC2Cl)C)Cl 2-Amino-N-{1-[1,8-dichloro-3-methyl-5-(1H-pyrazol-4-yl)imidazo[1,5-a]pyridin-6-yl]ethyl}pyrazolo[1,5-a]pyrimidine-3-carboxamide